sodium 7-methyl-5,8-dioxo-3,4,5,6,7,8-hexahydro-2H-chromene-7-sulfonate CC1(CC(C=2CCCOC2C1=O)=O)S(=O)(=O)[O-].[Na+]